FC=1C=C2C(=NNC2=CC1\C=C/1\C(NC2=CC=CC=C12)=O)\C=C\C1=CC=NC=C1 (E)-3-((5-fluoro-3-((E)-2-(pyridin-4-yl)vinyl)-1H-indazol-6-yl)methylene)indol-2-one